N,N-dipentyl-1H-benzimidazole-1-carboxamide C(CCCC)N(C(=O)N1C=NC2=C1C=CC=C2)CCCCC